COC1=NC=C(C(=N1)OC)C1=NN=C2C1=C[N+](C=C2C#N)=O (2,4-Dimethoxypyrimidin-5-yl)-5-oxo-pyrazolo[4,3-c]pyridin-5-ium-7-carbonitrile